(1-methylcyclopropyl)-2-(pyridin-4-yl)-1,7-naphthyridin-4-amine CC1(CC1)C=1C(=NC2=CN=CC=C2C1N)C1=CC=NC=C1